COC1=NC=CC(=C1N1CCC(CC1)N1C(N(C=2C(C1)=CN(N2)C)CC2=NC=CC=C2C(F)(F)F)=O)C 5-(2'-Methoxy-4'-methyl-3,4,5,6-tetrahydro-2H-[1,3']bipyridinyl-4-yl)-2-methyl-7-(3-trifluoromethyl-pyridin-2-ylmethyl)-2,4,5,7-tetrahydro-pyrazolo[3,4-d]pyrimidin-6-on